ClC=1C=C2C=C(NC2=CC1OCC1COC1)CNC(C)=O N-((5-chloro-6-(oxetan-3-ylmethoxy)-1H-indol-2-yl)methyl)acetamide